ClC1=CC=C(C=C1)C(N1C[C@@H](N(C[C@H]1C)C=1C=2N=CN(C2N2C(N1)=NN=C2)CCN(C(OC(C)(C)C)=O)C)C)C2=CC=C(C=C2)Cl tert-butyl (2-(4-((2S,5R)-4-(bis(4-chlorophenyl)methyl)-2,5-dimethylpiperazin-1-yl)-1H-[1,2,4]triazolo[3,4-b]purin-1-yl)ethyl)(methyl)carbamate